OC(=O)C(F)(F)F.NCCCS(=O)(=O)C1=CC=C(C=C1)C=1SC(=CN1)CNC(=O)C1=CC2=C(S(C3=C(C(N2)=O)C=CC=C3)(=O)=O)C=C1 N-((2-(4-((3-aminopropyl)sulfonyl)phenyl)thiazol-5-yl)methyl)-11-oxo-10,11-dihydrodibenzo[b,f][1,4]thiazepine-8-carboxamide 5,5-dioxide TFA salt